CC1=C2CC3=C(C(=C(N3)CC4=C(C(=C(N4)CC5=C(C(=C(N5)CC(=C1CCC(=O)O)N2)C)CCC(=O)O)C)CCC(=O)O)C)CCC(=O)O The molecule is a coproporphyrinogen. It has a role as a mouse metabolite and a human metabolite. It is a conjugate acid of a coproporphyrinogen I(4-).